C(C1=CC=CC=C1)OC=1C=C2C(=C(N(C2=CC1)CC1=CC=C(CCNCCF)C=C1)C1=C(C=CC=C1)C)F N-(4-((5-(benzyloxy)-3-fluoro-2-(o-tolyl)-1H-indol-1-yl)methyl)phenethyl)-2-fluoroethan-1-amine